N-(1-(4-Aminophenyl)-2-(tert-butylamino)-2-oxoethyl)-N-(4-hydroxyphenyl)-propiolamide NC1=CC=C(C=C1)C(C(=O)NC(C)(C)C)N(C(C#C)=O)C1=CC=C(C=C1)O